4-((1S)-1-(2-((3-methoxybenzyl)oxy)-3-methylbutanoylamino)ethyl)benzoic acid COC=1C=C(COC(C(=O)N[C@@H](C)C2=CC=C(C(=O)O)C=C2)C(C)C)C=CC1